((4-(2-ethoxyethyl)-5-(trifluoromethyl)-1H-pyrazol-3-yl)methyl)-3-(4-fluorophenyl)-1-(6-methoxypyridin-3-yl)urea C(C)OCCC=1C(=NNC1C(F)(F)F)CN(C(=O)NC1=CC=C(C=C1)F)C=1C=NC(=CC1)OC